bromo-2-(furan-2-ylmethoxy)-N,N-bis(4-methoxybenzyl)imidazo[2,1-f][1,2,4]triazin-4-amine BrC=1N=C2C(=NC(=NN2C1)OCC=1OC=CC1)N(CC1=CC=C(C=C1)OC)CC1=CC=C(C=C1)OC